6-dimethylaminonicotinaldehyde CN(C1=NC=C(C=O)C=C1)C